cyclopropyl{[6-(trifluoromethyl)pyridazin-3-yl]ethyl}amine C1(CC1)NCCC=1N=NC(=CC1)C(F)(F)F